The molecule is an acyl-CoA that results from the formal condensation of the thiol group of coenzyme A with the carboxy group of oscr#23. It derives from an oscr#23. It is a conjugate acid of an oscr#23-CoA(4-). C[C@H]1[C@@H](C[C@H]([C@@H](O1)OCCCCCCCCCCC/C=C/C(=O)SCCNC(=O)CCNC(=O)[C@@H](C(C)(C)COP(=O)(O)OP(=O)(O)OC[C@@H]2[C@H]([C@H]([C@@H](O2)N3C=NC4=C(N=CN=C43)N)O)OP(=O)(O)O)O)O)O